ClC=1C=C(NC2(CCC3(C(CC4=CC=CC=C34)C(N(CCC3=CC=NC=C3)C)=O)CC2)C(=O)O)C=CC1 (1r,4r)-4-(3-Chloroanilino)-2'-{methyl-[2-(pyridin-4-yl)ethyl]carbamoyl}-2',3'-dihydrospiro[cyclohexane-1,1'-indene]-4-carboxylic acid